7-butoxy-9,9-dibutyl-fluorene ethyl-(E)-3-(4-hydroxy-3,5-dimethoxyphenyl)prop-2-enoate C(C)OC(\C=C\C1=CC(=C(C(=C1)OC)O)OC)=O.C(CCC)OC1=CC=C2C=3C=CC=CC3C(C2=C1)(CCCC)CCCC